1-(5-((4-(bis(4-chlorophenyl)methyl)piperazin-1-yl)methyl)-1-oxoisoindolin-2-yl)dihydropyrimidine-2,4(1H,3H)-dione ClC1=CC=C(C=C1)C(N1CCN(CC1)CC=1C=C2CN(C(C2=CC1)=O)N1C(NC(CC1)=O)=O)C1=CC=C(C=C1)Cl